N,N-dioctyl-urea C(CCCCCCC)N(C(=O)N)CCCCCCCC